2-methyl-2,5,6,7-tetrahydro-4H-pyrazolo[3,4-c]pyrimido[5',4':4,5]pyrrolo[3,2-e]azepin-4-one CN1N=C2C(NCC3=C(C2=C1)C1=C(N3)N=CN=C1)=O